CC1=CC=CC(=N1)C1=NC2=C(N1C=1C=CC=3N(C1)C(=CN3)C(=O)N3CCOCC3)CCC2 (6-(2-(6-methylpyridin-2-yl)-5,6-dihydrocyclopenta[d]imidazol-1(4H)-yl)imidazo[1,2-a]pyridin-3-yl)(morpholinyl)methanone